(R)-7-((5-(2-(1-(dimethyl-amino)cyclopropyl)morpholino)pyridin-2-yl)amino)-4-(7-fluoro-imidazo[1,2-a]pyridin-3-yl)isoindolin-1-one CN(C1(CC1)[C@@H]1OCCN(C1)C=1C=CC(=NC1)NC=1C=CC(=C2CNC(C12)=O)C1=CN=C2N1C=CC(=C2)F)C